7-Isopropyl-4-(3-methylnaphthalen-2-yl)thieno[3,2-d]pyrimidine C(C)(C)C1=CSC2=C1N=CN=C2C2=CC1=CC=CC=C1C=C2C